C(C)(C)(C)C1(C(NC(N1)=O)=O)C1=C(C=C(C=C1)C(=O)N1CCN(CC1)C1=NC=C(C=C1C)C)OC 5-tert-butyl-5-{4-[4-(3,5-dimethylpyridin-2-yl)piperazine-1-carbonyl]-2-methoxyphenyl}imidazolidine-2,4-dione